(R)-N-methyl-8-(trifluoromethyl)-1,3,4,5-tetrahydrobenzo[c]oxepin-5-amine CN[C@H]1C2=C(COCC1)C=C(C=C2)C(F)(F)F